FC1([C@@H]([C@@H](N(C1)C(=O)[C@@H]1OCCC1)CC=1C(=C(C=CC1)C1=C(C(=CC=C1)F)F)F)NS(=O)(=O)C)F N-{(2S,3R)-4,4-difluoro-1-[(2R)-oxolane-2-carbonyl]-2-[(2,2',3'-trifluoro[1,1'-biphenyl]-3-yl)methyl]pyrrolidin-3-yl}-methanesulfonamide